1-decyl-3-methylimidazolium bromide [Br-].C(CCCCCCCCC)N1C=[N+](C=C1)C